6-methyl-5-(1-morpholinoethyl)-1-(3-cyanophenyl)indolizine-7-carboxylic acid CC1=C(N2C=CC(=C2C=C1C(=O)O)C1=CC(=CC=C1)C#N)C(C)N1CCOCC1